Methyl (2S,3R)-3-azido-2-((tert-butoxycarbonyl)amino)butanoate N(=[N+]=[N-])[C@@H]([C@@H](C(=O)OC)NC(=O)OC(C)(C)C)C